C(=O)(C(=O)O)OB(OC(=O)C(=O)O)[O-] bis-oxaloborate